2-(diphenyl-((trimethylsilyl)oxy)methyl)pyrrolidine C1(=CC=CC=C1)C(C1NCCC1)(O[Si](C)(C)C)C1=CC=CC=C1